C(C)(C)(C)OC(=O)N1C2CC(C(C1)C2)=C tert-butyl-5-methylene-2-azabicyclo[2.2.1]heptane-2-carboxylate